C(C)C1=CC=C(C=C1)CC/C=C/C1=CC=C2CC\C(\C2=C1)=N/O (E)-6-((E)-4-(4-ethylphenyl)but-1-en-1-yl)-2,3-dihydro-1H-inden-1-one oxime